3-methyl-6-(p-tolylamino)-3H-naphtho[1,2,3-de]quinoline-2,7-dione CN1C(C=C2C=3C(=C(C=CC13)NC1=CC=C(C=C1)C)C(C1=CC=CC=C12)=O)=O